N12CC(C(CC1)C2)C=2SC1=C(N2)C=C(C=C1)[C@@H]1N(C[C@H](CC1)C)C(C(=O)NC=1C2=C(C=NC1)C=NN2)=O 2-((2R,5S)-2-(2-(1-azabicyclo[2.2.1]heptan-3-yl)benzo[d]thiazol-5-yl)-5-methylpiperidin-1-yl)-2-oxo-N-(1H-pyrazolo[4,3-c]pyridin-7-yl)acetamide